CC=CCCC=CC 2,6-OCTADIEN